N(=C=S)CCCSC (3-isothiocyanatopropyl)(methyl)sulfane